tert-Butyl (5-(aminomethyl)-6-(4-(tert-butyl)phenyl) pyrazin-2-yl)carbamate NCC=1N=CC(=NC1C1=CC=C(C=C1)C(C)(C)C)NC(OC(C)(C)C)=O